4-((5-methyl-1H-pyrazol-3-yl)amino)thieno[2,3-d]pyrimidine CC1=CC(=NN1)NC=1C2=C(N=CN1)SC=C2